C(C)(C)(C)C1=CN=C(O1)CSC1=CN=C(S1)C1N(CCC(C1)C(=O)N)C1CCN(CC1)CC1=CC=C(C=C1)C(C1CC1)N(C(CC#N)=O)C (5-(((5-(tert-butyl)oxazol-2-yl)methyl)thio)thiazol-2-yl)-1'-(4-((2-cyano-N-methylacetamido)(cyclopropyl)methyl)benzyl)-[1,4'-bipiperidine]-4-carboxamide